Rel-5-[[2-[(2R,5S)-2-(6-acetamido-3-pyridyl)-5-methyl-1-piperidyl]-2-oxo-acetyl]amino]pyridine-3-carboxamide C(C)(=O)NC1=CC=C(C=N1)[C@@H]1N(C[C@H](CC1)C)C(C(=O)NC=1C=C(C=NC1)C(=O)N)=O |o1:10,13|